4-{[3-(3-chloro-5-{[(1r,4r)-4-(trifluoromethyl)cyclohexyl]oxy}-phenyl)-4-(trifluoromethyl)-1H-pyrrolo[3,2-c]pyridin-1-yl]methyl}-1H-imidazole ClC=1C=C(C=C(C1)OC1CCC(CC1)C(F)(F)F)C1=CN(C2=C1C(=NC=C2)C(F)(F)F)CC=2N=CNC2